1,2-Bis(dichloromethylsilyl)ethane dioxo-biphenyl-4,4'-dicarboxylate O=C1C(C(=CC=C1C(=O)O)C1=CC=C(C=C1)C(=O)O)=O.ClC(Cl)[SiH2]CC[SiH2]C(Cl)Cl